CC1(N(CCN(C1)C(=O)OC(C)(C)C)C(=O)OCC1=CC=CC=C1)C(=O)[O-] 1-benzyl 4-(tert-butyl) 2-methylpiperazine-1,2,4-tricarboxylate